2-(4-heptylphenyl)-4,6-dimethylpyrimidine-5-carboxylic acid C(CCCCCC)C1=CC=C(C=C1)C1=NC(=C(C(=N1)C)C(=O)O)C